N-[4-(4-{[(1R)-1-[3-(difluoromethyl)-2-fluorophenyl]ethyl]amino}-8-methyl-7-oxo-7H,8H-pyrido[2,3-d]pyrimidin-6-yl)-4-hydroxy-1-oxo-1λ6-thian-1-ylidene]-2,2,2-trifluoroacetamide FC(C=1C(=C(C=CC1)[C@@H](C)NC=1C2=C(N=CN1)N(C(C(=C2)C2(CCS(CC2)(=O)=NC(C(F)(F)F)=O)O)=O)C)F)F